(3-(4-(3,6-dihydro-2H-pyran-4-yl)-phenyl)tetrahydro-1H-pyrrolizin-7a(5H)-yl)methanol O1CCC(=CC1)C1=CC=C(C=C1)C1CCC2(CCCN12)CO